N-[4-(2-chloro-5-methoxypyridin-3-yl)-3-{[(dimethylamino)methylidene]sulfamoyl}phenyl]-2-(2-chlorophenyl)acetamide ClC1=NC=C(C=C1C1=C(C=C(C=C1)NC(CC1=C(C=CC=C1)Cl)=O)S(N=CN(C)C)(=O)=O)OC